C(C#C)OCCCOCCNC(OC(C)(C)C)=O Tert-butyl N-[2-(3-prop-2-ynoxypropoxy)ethyl]carbamate